cis-tert-butyl-(4R)-cis-(dimethylamino)-3,3a,4,5,6,6a-hexahydro-1H-cyclopenta[c]pyrrole-2-carboxylate C(C)(C)(C)C1(N(C[C@H]2[C@@H]1CCC2)C(=O)[O-])N(C)C